S1C(=CC=C1)C(=O)NC=1C=C2C(=CNC2=CC1)C1CCN(CC1)C(C)C 5-(2-thienoyl)amino-3-(1-isopropylpiperidin-4-yl)-1H-indole